N[C@@H](CO)CC(C)C (R)-2-amino-4-methyl-1-pentanol